N-(3,3-difluoropiperidin-4-yl)-2-methyl-5-(2-methylpropoxy)-1-benzofuran-3-carboxamide FC1(CNCCC1NC(=O)C1=C(OC2=C1C=C(C=C2)OCC(C)C)C)F